N-methyl-6-[4-(2-methyl-1,2,3-triazol-4-yl)-1H-indazol-7-yl]-N-(piperidin-4-yl)pyridazin-3-amine CN(C=1N=NC(=CC1)C=1C=CC(=C2C=NNC12)C1=NN(N=C1)C)C1CCNCC1